1-phenyl-2-(piperazin-1-yl)-1H-pyrrolo[2,3-c]pyridine-3-carboxaldehyde C1(=CC=CC=C1)N1C(=C(C=2C1=CN=CC2)C=O)N2CCNCC2